C1=C(C=CC2=CC=CC=C12)OC(=O)CC1C2C3C4C=CC(C3C(C1)C2)C4 8-(2-naphthoxycarbonylmethyl)-tetracyclo[4.4.0.12,5.17,10]-3-dodecene